C(C=C)(=O)N1[C@H](CN(CC1)C=1C2=C(N=C(N1)OC[C@H]1N(CCC1)CC)OC1(CC2)CCCC2=CC=CC=C21)CC#N 2-((2S)-1-acryloyl-4-(2'-(((S)-1-ethylpyrrolidin-2-yl)methoxy)-3,4,5',6'-tetrahydro-2H-spiro[naphthalene-1,7'-pyrano[2,3-d]pyrimidin]-4'-yl)piperazin-2-yl)acetonitrile